4-amino-N-[8-(3-methoxy-4-nitro-pyrazol-1-yl)octyl]benzenesulfonamide NC1=CC=C(C=C1)S(=O)(=O)NCCCCCCCCN1N=C(C(=C1)[N+](=O)[O-])OC